cobalt-barium [Ba].[Co]